C(CCCCCCCCCC(C)C)O.[NH4+] ammonium isotridecyl alcohol